1-(5-chloro-2-pyridyl)propan-1-ol ClC=1C=CC(=NC1)C(CC)O